ClC1=NC(=CC(=C1)C(=O)C1=CC=CC=C1)Cl (2,6-dichloro-4-pyridinyl)-phenyl-methanone